3-bromo-6-chloro-2-fluorobenzoic acid BrC=1C(=C(C(=O)O)C(=CC1)Cl)F